5-((5-amino-3-fluoro-6-iodopyridin-2-yl)oxy)-2-fluorobenzonitrile NC=1C=C(C(=NC1I)OC=1C=CC(=C(C#N)C1)F)F